(2R,3R,4S,5S,6R)-2-((E)-2-(diethoxyphosphoryl)vinyl)-6-(4-nitrophenoxy)tetrahydro-2H-pyran-3,4,5-triyl triacetate C(C)(=O)O[C@@H]1[C@H](O[C@@H]([C@H]([C@H]1OC(C)=O)OC(C)=O)OC1=CC=C(C=C1)[N+](=O)[O-])\C=C\P(=O)(OCC)OCC